Ethanesulfonic acid {2-[6-amino-8-(6-iodo-benzo[1,3]dioxol-5-ylsulfanyl)-purin-9-yl]-ethyl}-amide NC1=C2N=C(N(C2=NC=N1)CCNS(=O)(=O)CC)SC1=CC2=C(OCO2)C=C1I